COC=1C=CC(=C(CS(=O)(=O)C2=NC=3N(C(N(C(C3N2C)=O)C)=O)C)C1)OCCC 8-(5-methoxy-2-propoxybenzylsulfonyl)-1,3,7-trimethyl-1H-purine-2,6(3H,7H)-dione